1-{3-chloro-5-methylpyrrolo[3,2-c]pyridazin-6-yl}piperazine ClC1=CC2=C(N=N1)C=C(N2C)N2CCNCC2